tertiary butoxymanganese C(C)(C)(C)O[Mn]